S1C2=C(C=C1)C=CC(=C2)N2C[C@@H](CC2)C(=O)N[C@@H]([C@H](O)C2=CC(=C(C=C2)OC2CC2)Cl)CN2CCCC2 (R)-1-(benzo[b]thiophen-6-yl)-N-((1R,2R)-1-(3-chloro-4-cyclopropoxyphenyl)-1-hydroxy-3-(pyrrolidin-1-yl)propan-2-yl)pyrrolidine-3-carboxamide